CCCC(CCCC(CCCCCCCCCC)O)O octadecane-4,8-diol